CC1=C(C=CC(=C1)C)C1=NC(=NC(=N1)C1=C(C=C(C=C1)OCCCCCCCC)O)C1=C(C=C(C=C1)C)C 2,6-bis-(2,4-dimethyl-phenyl)-4-(2-hydroxy-4-octyloxyphenyl)-s-triazine